3-(2-hydroxy-4-dimethoxyaminophenyl)-3-(2-methoxy-5-nitrophenyl)phthalide OC1=C(C=CC(=C1)N(OC)OC)C1(OC(=O)C2=CC=CC=C12)C1=C(C=CC(=C1)[N+](=O)[O-])OC